C(=O)(O)C=1C=C(C=CC1C(=O)O)C1=NC(=NC(=N1)C1=CC(=C(C=C1)C(=O)O)C(=O)O)C1=CC(=C(C=C1)C(=O)O)C(=O)O 2,4,6-tris(3,4-dicarboxyphenyl)s-triazine